FC=1C=C(CC=2C=C3C(=NNC3=CC2)NC(C2=C(C=C(C=C2)N2CCN(CC2)C)[N+](=O)[O-])=O)C=C(C1)F N-(5-(3,5-difluorobenzyl)-1H-indazol-3-yl)-4-(4-methylpiperazin-1-yl)-2-nitrobenzamide